ClC1=CC(=C(C=C1)C(C=C(NC(C)C)C1N(CC1)C(=O)OC(C)(C)C)=O)F tert-butyl 2-(3-(4-chloro-2-fluorophenyl)-1-(isopropylamino)-3-oxoprop-1-en-1-yl)azetidine-1-carboxylate